BrC=1C=CC(=C(CNC(OC(C)(C)C)=O)C1)OCCC tert-Butyl (5-bromo-2-propoxybenzyl)carbamate